[2-(3,5-difluorophenyl)-3-(trifluoromethoxy)pyridin-4-yl]acetic acid FC=1C=C(C=C(C1)F)C1=NC=CC(=C1OC(F)(F)F)CC(=O)O